C(C1=CC=CC=C1)N(C1=NC(=NC=2C(CCCC12)=O)N1C(=CC2=C(C=CC=C12)[N+](=O)[O-])C)CC1=C(C=C(C=C1)OC)OC 4-[benzyl-[(2,4-dimethoxyphenyl)methyl]amino]-2-(2-methyl-4-nitro-indol-1-yl)-6,7-dihydro-5H-quinazolin-8-one